C(C1=CC=CC=C1)OC1=C(C(=CC(=C1)C(F)F)O)C(=O)N1CCC2=C(C=CC=C12)OCCN(C)C (2-(Benzyloxy)-4-(difluoromethyl)-6-hydroxyphenyl)(4-(2-(dimethylamino)ethoxy)indolin-1-yl)methanone